N1(N=NC=C1)C1=CC=C(C=N1)COC1=CC=CC(=N1)C1=C(C(=C(CC2=NC3=C(N2CCOC)C=C(C=C3F)C(=O)O)C(=C1)F)F)F 2-(4-(6-((6-(1H-1,2,3-triazol-1-yl)pyridin-3-yl)methoxy)pyridin-2-yl)-2,3,6-trifluorobenzyl)-4-fluoro-1-(2-methoxyethyl)-1H-benzo[d]imidazole-6-carboxylic acid